3-(trifluoromethyl)bicyclo[3.1.0]hexane FC(C1CC2CC2C1)(F)F